C(C\C=C/CC)O z-3-hexenol